N-(5-Chloro-1H-pyrrolo[3,2-b]pyridin-3-yl)-5-fluoro-1-methyl-1H-benzo[d]imidazol-2-amine formate C(=O)O.ClC1=CC=C2C(=N1)C(=CN2)NC2=NC1=C(N2C)C=CC(=C1)F